methyl (7S)-7-methyl-2-[2-(1H-pyrazol-1-yl)ethyl]-3-({[(1r,4r)-4-(hydroxymethyl)cyclohexyl]carbamoyl}methyl)-3H,6H,7H,8H,9H-imidazo[4,5-f]quinoline-6-carboxylate C[C@@H]1N(C2=CC=C3C(=C2CC1)N=C(N3CC(NC3CCC(CC3)CO)=O)CCN3N=CC=C3)C(=O)OC